1-(methylsulfonyl)piperidine-4-carboxylic acid CS(=O)(=O)N1CCC(CC1)C(=O)O